5,7-dichloro-2-(methylthio)pyrido[4,3-d]pyrimidine ClC1=NC(=CC=2N=C(N=CC21)SC)Cl